4-(4-(2-(3-methylphenyl)acetyl)-3,4-dihydro-2H-pyrido[4,3-b][1,4]oxazin-8-yl)Benzonitrile CC=1C=C(C=CC1)CC(=O)N1C2=C(OCC1)C(=CN=C2)C2=CC=C(C#N)C=C2